C(C)(=O)C=1C=C2N(C=3C=CC(=CC3C(C2=CC1)(C)C)CN1CCN(CC1)C(=O)OC(C)(C)C)C(=O)OC(C)(C)C tert-butyl 6-acetyl-2-((4-(tert-butoxycarbonyl)piperazin-1-yl)methyl)-9,9-dimethylacridine-10(9H)-carboxylate